4-[[5-methoxy-6-[(5-methoxy-2-pyridyl)methoxy]-3-pyridyl]methyl]-1,5-naphthyridine COC=1C=C(C=NC1OCC1=NC=C(C=C1)OC)CC1=CC=NC2=CC=CN=C12